BrC1=CC=C2N=CC(N(C2=C1)C)=O 7-bromo-1-methylquinoxalin-2(1H)-one